(R)-N-(1-(3-(2-methoxypyridin-4-yl)-1,2,4-thiadiazol-5-yl)ethyl)-1-methyl-3-(trifluoromethyl)-1H-pyrazole-5-carboxamide COC1=NC=CC(=C1)C1=NSC(=N1)[C@@H](C)NC(=O)C1=CC(=NN1C)C(F)(F)F